COCCOCCOCCOCCOCCOCCOCCOCCNC(=O)C=1C=C(C=CC1)C[C@H](C)N (S)-3-(3-((2,5,8,11,14,17,20,23-octaoxapentacosan-25-yl)carbamoyl)phenyl)-2-aminopropane